ClC1=CC=C(C=C1)[C@@]1(N(C(C2=CC(=CC=C12)C(C)(C)O)=O)CC1=CC=C(C=C1)Cl)OCC=1C=NNC1 (3R)-3-(4-chlorophenyl)-2-[(4-chlorophenyl)methyl]-6-(2-hydroxyprop-2-yl)-3-[(1H-pyrazol-4-yl)methoxy]-2,3-dihydro-1H-isoindol-1-one